2-(4-(4-acetyl-piperazine-1-carbonyl)phenyl)-1H-benzo[d]imidazole-4-carboxamide C(C)(=O)N1CCN(CC1)C(=O)C1=CC=C(C=C1)C1=NC2=C(N1)C=CC=C2C(=O)N